N[C@@H]1[C@H](C[C@@H](C1)CO)C1=CC=C(C=C1)C1=CC(=CC2=CC(=CC=C12)C1=CC=C(C=C1)C(F)(F)F)C(=O)OCC Ethyl 4-(4-((1R,2S,4S)-2-amino-4-(hydroxymethyl)cyclopentyl)phenyl)-7-(4-(trifluoromethyl)phenyl)-2-naphthoate